tert-butyl 3-(4-{2-chloro-5-cyano-3-[(8-cyano-4-{cyclopropyl[(4-methoxyphenyl)methyl]amino}pyrazolo[1,5-a][1,3,5]triazin-2-yl)amino]phenyl}piperazin-1-yl)azetidine-1-carboxylate ClC1=C(C=C(C=C1NC1=NC=2N(C(=N1)N(CC1=CC=C(C=C1)OC)C1CC1)N=CC2C#N)C#N)N2CCN(CC2)C2CN(C2)C(=O)OC(C)(C)C